5,7-dihydroxy-3',4',5'-trimethoxyflavone OC1=C2C(C=C(OC2=CC(=C1)O)C1=CC(=C(C(=C1)OC)OC)OC)=O